(3S)-3-(3-pyridylamino)pyrrolidine-1-carboxylic acid tert-butyl ester C(C)(C)(C)OC(=O)N1C[C@H](CC1)NC=1C=NC=CC1